2-hydroxy-1-(6-(3-isopropyl-1H-pyrrolo[2,3-b]pyridin-5-yl)-8-(morpholin-3-yl)-3,4-dihydroisoquinolin-2(1H)-yl)-2-methylpropan-1-one OC(C(=O)N1CC2=C(C=C(C=C2CC1)C=1C=C2C(=NC1)NC=C2C(C)C)C2NCCOC2)(C)C